C(C=C)(=O)OCCC[Si](OC)(C)C γ-acryloxypropyldimethylmethoxysilane